O=C1NC(CCC1N1C(C2=CC=CC(=C2C1=O)NCCOC1=C(C=CC=C1)CC(=O)N)=O)=O 2-(2-(2-(2-(2,6-dioxopiperidin-3-yl)-1,3-dioxoisoindolin-4-ylamino)ethoxy)phenyl)acetamide